S1C2=C(C=C1)C(CC2)CNC 1-(5,6-dihydro-4H-cyclopenta[b]thiophen-4-yl)-N-methyl-methanamine